C(C)(C)(C)N1[C@@H](C[C@@](C1)(C)F)C(NC1=NC(=CC=C1)Cl)=O (2S,4R)-tert-butyl-2-((6-chloropyridin-2-yl)carbamoyl)-4-fluoro-4-methylpyrrolidine